2-methyl-7-nitro-4-(tetrahydrofuran-3-yl)-3,4-dihydro-2H-benzo[b][1,4]oxazine CC1CN(C2=C(O1)C=C(C=C2)[N+](=O)[O-])C2COCC2